2-(7,8-difluoro-3-quinolinyl)-6,6-dimethyl-4-(2-pyridylmethyl)-4,5-dihydro-1,3-thiazine FC1=CC=C2C=C(C=NC2=C1F)C=1SC(CC(N1)CC1=NC=CC=C1)(C)C